CN1C(C=2N(C3=CC(=CC=C13)C(=O)OC)C=NC2)=O Methyl 5-methyl-4-oxo-4,5-dihydroimidazo[1,5-a]quinoxaline-8-carboxylate